N-(2-(difluoromethoxy)-6-methylpyridin-3-yl)-3-(2-propylphenyl)azetidine-3-carboxamide FC(OC1=NC(=CC=C1NC(=O)C1(CNC1)C1=C(C=CC=C1)CCC)C)F